ClC=1C(=CC(=NC1)C)NC=1C=C2CN(C(C2=CC1)=O)C1=CC(=CC=C1)NC1=CC=NC=C1 5-(5-chloro-2-methylpyridin-4-ylamino)-2-(3-(pyridin-4-ylamino)phenyl)isoindolin-1-one